2,6-bis(1,2,4-triazin-3-yl)pyridine N1=NC(=NC=C1)C1=NC(=CC=C1)C=1N=NC=CN1